tert-butyl 6-(aminomethyl)-6,7-dihydropyrazolo[1,5-a]pyrimidine-4(5H)-carboxylate NCC1CN(C=2N(C1)N=CC2)C(=O)OC(C)(C)C